(8S,13S,14S)-13-methyl-1,2,6,7,8,12,13,14,15,16-decahydrospiro[cyclopenta[a]phenanthrene-3,2'-[1,3]dioxolan]-17(4H)-one C[C@@]12C(CC[C@H]1[C@@H]1CCC=3CC4(OCCO4)CCC3C1=CC2)=O